ClC=1C=C(C=CC1)C(C(=O)NC1(CC1)CO)(C)C 2-(3-chlorophenyl)-N-(1-(hydroxymethyl)cyclopropyl)-2-methylpropanamide